C(C(=C)C)(=O)OCC(COC(C(=C)C)=O)O 1,2,3-propanetriol 1,3-dimethacrylate